C1(CC1)C1=C(C=O)C=CC(=C1)C1=NN(C(=C1)C=1C=NC(=C(C1)F)F)CC 2-cyclopropyl-4-[5-(5,6-difluoropyridin-3-yl)-1-ethyl-1H-pyrazol-3-yl]benzaldehyde